C(C)(=O)O.C(C)(=O)O.I(=O)C1=CC=CC=C1 iodosobenzen diacetate